C(C)(C)(C)OC(=O)N1CCC2(CCN(C2)C2=CC(=NC=C2C#CC=2C=NN(C2)C)Cl)CC1.N1(N=CC=C1)C1C(CC1)=O 1H-pyrazol-1-yl-cyclobutanone tert-Butyl-2-(2-chloro-5-((1-methyl-1H-pyrazol-4-yl)ethynyl)pyridin-4-yl)-2,8-diazaspiro[4.5]decane-8-carboxylate